(3R,4R)-1-(1-((5-Chloropyrimidin-2-yl)methyl)-1H-benzo[d]imidazol-2-yl)-4-fluoropiperidin-3-amin ClC=1C=NC(=NC1)CN1C(=NC2=C1C=CC=C2)N2C[C@H]([C@@H](CC2)F)N